1,4-di(n-hexyl)benzene C(CCCCC)C1=CC=C(C=C1)CCCCCC